C1(=CC=CC=C1)C1SC2=C(C(=C1)C=1SC=CC1)N=CC=C2 2-phenyl-4-(2-thienyl)-1,5-benzothiazine